tert-butyl (2-(2-(3-(propylamino)propoxy)ethoxy)ethyl)carbamate C(CC)NCCCOCCOCCNC(OC(C)(C)C)=O